FC(C(=O)O)(F)F.CC1=C(C=CC(=N1)C=O)N1CCNCC1 6-methyl-5-(piperazin-1-yl)picolinaldehyde trifluoroacetate